2-Amino-9-((2R,3R,5S)-3-hydroxy-5-(hydroxymethyl)tetrahydrofuran-2-yl)-7-(2,2,2-trifluoroethyl)-7,9-dihydro-8H-purin-8-on NC1=NC=C2N(C(N(C2=N1)[C@@H]1O[C@@H](C[C@H]1O)CO)=O)CC(F)(F)F